N-(azepan-4-yl)-2-(4-chloro-3-fluorophenoxy)acetamide N1CCC(CCC1)NC(COC1=CC(=C(C=C1)Cl)F)=O